C(C)OC1=CC(=C(C(=C1)F)N1N=C(C=C1)C=1C=CC(=C(C1)CNC([O-])=O)C)F [[5-[1-(4-ethoxy-2,6-difluorophenyl) 1H-pyrazol-3-yl]-2-methyl-phenyl]methyl]carbamate